3-(1-(4-amino-3-chlorophenyl)pyrrolidin-3-yl)-6-bromo-2-fluorobenzoic acid methyl ester COC(C1=C(C(=CC=C1Br)C1CN(CC1)C1=CC(=C(C=C1)N)Cl)F)=O